1-(4-(5-(chlorodifluoromethyl)-1,2,4-oxadiazol-3-yl)phenyl)-2-((thiazol-4-ylmethyl)sulfonyl)ethan-1-one ClC(C1=NC(=NO1)C1=CC=C(C=C1)C(CS(=O)(=O)CC=1N=CSC1)=O)(F)F